C(CCC)(=O)OC1=CC(=C(C(=C1)C(C)(C)C)O)C(C)(C)C (3,5-di-tert-butyl-4-hydroxyphenyl) butyrate